CC1N(CC1)C1CN(CC1)C1=CC=C(C=C1)N1C=NC(=C1)NC=1N=CC(=NC1)C#N 5-((1-(4-(3-(2-Methylazetidin-1-yl)pyrrolidin-1-yl)phenyl)-1H-imidazol-4-yl)amino)pyrazine-2-carbonitrile